ClC=1C(=CC(=C(C1)S(=O)(=O)N(C=1SC=CN1)CC1=C(C=C(C=C1)OC)OC)F)NC(CC)C=1C=NC=CC1 5-chloro-N-(2,4-dimethoxybenzyl)-2-fluoro-4-((1-(pyridin-3-yl)propyl)amino)-N-(thiazol-2-yl)benzenesulfonamide